6-((4-(4-methoxy-4-(trifluoromethyl)piperidin-1-yl)phenyl)amino)-3-methylbenzo[d]oxazol-2(3H)-one COC1(CCN(CC1)C1=CC=C(C=C1)NC1=CC2=C(N(C(O2)=O)C)C=C1)C(F)(F)F